N-((S)-1-(4-amino-5-(quinolin-3-yl)pyrrolo[2,1-f][1,2,4]triazin-7-yl)pent-4-en-2-yl)-2-methylpropane-2-sulfinamide NC1=NC=NN2C1=C(C=C2C[C@H](CC=C)NS(=O)C(C)(C)C)C=2C=NC1=CC=CC=C1C2